2-methyl-9,10-bis(n-undecanoyloxy)anthracene rac-(2R,5S)-tert-butyl-2-(6-Azidospiro[3.3]heptan-2-yl)-5-methylpiperidine-1-carboxylate C(C)(C)(C)OC(=O)N1[C@H](CC[C@@H](C1)C)C1CC2(C1)CC(C2)N=[N+]=[N-].CC2=CC1=C(C3=CC=CC=C3C(=C1C=C2)OC(CCCCCCCCCC)=O)OC(CCCCCCCCCC)=O |r|